BrC1=C2CC(C(C2=CC(=C1OC)C(C)(C)C)=O)CC 4-bromo-6-tert-butyl-2-ethyl-5-methoxyindan-1-one